FC(C=1C(=C(C=CC1)[C@@H](C#C)NC=1C=2C(N=C(N1)C)=CC(N(C2)C2(CC2)C)=O)F)F (R)-4-((1-(3-(difluoromethyl)-2-fluorophenyl)prop-2-yn-1-yl)amino)-2-methyl-6-(1-methylcyclopropyl)pyrido[4,3-d]pyrimidin-7(6H)-one